(R)-4-((1-(3-(difluoromethyl)-2-fluorophenyl)ethyl)amino)-2,7-dimethyl-6-morpholinopyrido[3,4-d]pyrimidin-8(7H)-one FC(C=1C(=C(C=CC1)[C@@H](C)NC=1C2=C(N=C(N1)C)C(N(C(=C2)N2CCOCC2)C)=O)F)F